CC1=CC=C(C=C1)S(=O)(=O)OCC1=CC=CC=2N(C(=NC21)C(C)C)C=2C=C1C(=NC2)NC(C1)=O (2-Isopropyl-1-(2-oxo-2,3-dihydro-1H-pyrrolo[2,3-b]pyridin-5-yl)-1H-benzo[d]imidazol-4-yl)methyl 4-methylbenzenesulfonate